COC=1C=C(C=C(C1)OC)C=1OC2=C(C1)C=CC=C2 2-(3,5-Dimethoxyphenyl)benzofuran